ClC1=CC(=C(C=C1)NC=1C(=C(C=NC1)C(=O)OC)C)F methyl 5-[(4-chloro-2-fluorophenyl)amino]-4-methylpyridine-3-carboxylate